C[C@@H]1CN(C(=CC1)OS(=O)(=O)C(F)(F)F)C(=O)OC(C)(C)C (S)-tert-butyl 3-methyl-6-(((trifluoromethyl)sulfonyl)oxy)-3,4-dihydropyridine-1(2H)-carboxylate